4-(4-(tert-butyl)benzyl)-N-hydroxy-2,2-dimethyl-3-oxo-3,4-dihydro-2H-benzo[b][1,4]oxazine-6-carboxamide C(C)(C)(C)C1=CC=C(CN2C3=C(OC(C2=O)(C)C)C=CC(=C3)C(=O)NO)C=C1